2-chloro-N-(2-diMethylphosphorylphenyl)-5-(trifluoromethyl)pyrimidin-4-amine ClC1=NC=C(C(=N1)NC1=C(C=CC=C1)P(=O)(C)C)C(F)(F)F